C(C)(C)(C)OC(=O)N1C2CN(CC1CC2)C2=NC(=CC1=C2CNC1=O)N(C)C(C)C 4-(8-(tert-butoxycarbonyl)-3,8-diazabicyclo[3.2.1]Octane-3-yl)-6-(isopropyl(methyl)amino)-1-oxo-1,3-dihydro-2H-pyrrolo[3,4-c]pyridine